3-(5-ethyl-1H-indol-3-yl)-2-hydroxypropionic acid C(C)C=1C=C2C(=CNC2=CC1)CC(C(=O)O)O